diethyl 2-(((2r,3s,4r)-3-acetoxy-3-(cyclopropylethynyl)-4,5-dihydroxytetrahydrofuran-2-yl) methoxy)-2-phenylmethylmalonate C(C)(=O)O[C@@]1([C@H](OC([C@@H]1O)O)COC(C(=O)OCC)(C(=O)OCC)CC1=CC=CC=C1)C#CC1CC1